9-(4-(1-isopropyl-1H-imidazol-4-yl)benzyl)-2-(2-isopropyl-phenyl)-7,9-dihydro-8H-purin-8-one C(C)(C)N1C=NC(=C1)C1=CC=C(CN2C3=NC(=NC=C3NC2=O)C2=C(C=CC=C2)C(C)C)C=C1